1-Dodecyl-1-ethylpyrrolidinium cyanid [C-]#N.C(CCCCCCCCCCC)[N+]1(CCCC1)CC